FC(OC1=CC=C(C=C1)C(C=CC1=C(C(=C(C(=C1)C)C(=O)O)C)OC(C)C)=O)(F)F 1-[4-trifluoromethyloxyphenyl]-3-[3,5-dimethyl-4-carboxydimethylmethyloxyphenyl]prop-2-en-1-one